(S)-6-(4-(2,2-difluoroethyl)-1-((5-methoxy-7-methyl-1H-indol-4-yl)methyl)piperazin-2-yl)-2-hydroxynicotinic acid FC(CN1C[C@H](N(CC1)CC1=C2C=CNC2=C(C=C1OC)C)C1=NC(=C(C(=O)O)C=C1)O)F